ClC1=CC=C(C=C1)CN1C([C@H](CSC2=C1C=C(C(=C2)F)C=2OC(=NN2)NC(C)C2CC(C2)(F)F)NC(OC(C)(C)C)=O)=O tert-butyl N-[(3R)-5-[(4-chlorophenyl)methyl]-7-[5-[1-(3,3-difluorocyclobutyl)ethylamino]-1,3,4-oxadiazol-2-yl]-8-fluoro-4-oxo-2,3-dihydro-1,5-benzothiazepin-3-yl]carbamate